C(C)(C)C1=C(NC2=CC=C(C=C12)C1CCN(CC1)C(=O)OC(C)(C)C)C=1C(=C(C=2N(C1)C=CN2)C(=C)C)C tert-butyl 4-(3-isopropyl-2-(7-methyl-8-(prop-1-en-2-yl)imidazo[1,2-a]pyridin-6-yl)-1H-indol-5-yl)piperidine-1-carboxylate